FC1=CC(=C(C(=C1)OCCCC=C)C=1C=C(C=NC1)[C@H](CC(=O)OCC)NC([C@@H](CC=C)O)=O)C Ethyl (S)-3-(5-(4-Fluoro-2-methyl-6-(pent-4-en-1-yloxy)phenyl)pyridin-3-yl)-3-((R)-2-hydroxypent-4-enamido)propanoate